7-(4-{[(1R)-1-cyanoethyl]amino}-5-[5-(piperazin-1-yl)-1,3,4-thiadiazol-2-yl]pyridin-2-yl)pyrrolo[1,2-b]pyridazine-3-carbonitrile C(#N)[C@@H](C)NC1=CC(=NC=C1C=1SC(=NN1)N1CCNCC1)C1=CC=C2N1N=CC(=C2)C#N